tert-butyl (2-(4-(6-((6-amino-2-(difluoromethyl)pyrimidin-4-yl)amino)-4-(oxetan-3-yloxy)pyridin-3-yl)-1H-pyrazol-1-yl)ethyl)(methyl)carbamate NC1=CC(=NC(=N1)C(F)F)NC1=CC(=C(C=N1)C=1C=NN(C1)CCN(C(OC(C)(C)C)=O)C)OC1COC1